{2-cyclobutyl-4-[4-(2-methoxy-phenyl)-piperidin-1-yl]-quinazolin-6-yl}-methyl-propyl-amine C1(CCC1)C1=NC2=CC=C(C=C2C(=N1)N1CCC(CC1)C1=C(C=CC=C1)OC)N(CCC)C